7-(3-(4-fluoro-2,6-dimethylphenoxy)-5-(trifluoromethyl)phenyl)-N-((1r,4r)-4-hydroxycyclohexyl)-5-methyl-4-oxo-4,5-dihydrothieno[3,2-c]pyridine-2-carboxamide FC1=CC(=C(OC=2C=C(C=C(C2)C(F)(F)F)C=2C3=C(C(N(C2)C)=O)C=C(S3)C(=O)NC3CCC(CC3)O)C(=C1)C)C